(R)-5-(2-(3-Fluoropyrrolidin-1-yl)ethyl)pyridin-2(1H)-one F[C@H]1CN(CC1)CCC=1C=CC(NC1)=O